(Z)-1-acetyl-5-bromo-3-(methoxy(phenyl)methylene)indolin-2-one C(C)(=O)N1C(\C(\C2=CC(=CC=C12)Br)=C(\C1=CC=CC=C1)/OC)=O